((trimethyl-silyl)ethynyl)piperidine C[Si](C)(C)C#CN1CCCCC1